N(=C=O)C1=CC=C(C=C1)OC1=CC=CC=C1 1-isocyanato-4-phenoxybenzene